2-(iodomethyl)benzenesulfonic acid ICC1=C(C=CC=C1)S(=O)(=O)O